C1(CC1)[C@]1(C(N(C[C@H]1C)C=1C=2N(C=C(N1)C=1C=NC=C(C1)O)N=CC2)=O)C#N (3R,4S)-3-cyclopropyl-1-[6-(5-hydroxypyridin-3-yl)pyrazolo[1,5-a]pyrazin-4-yl]-4-methyl-2-oxopyrrolidine-3-carbonitrile